rac-tert-butyl (3R,4R)-3-(4-bromophenyl)-4-fluoro-pyrrolidine-1-carboxylate BrC1=CC=C(C=C1)[C@@H]1CN(C[C@@H]1F)C(=O)OC(C)(C)C |r|